5-bromo-2-[(but-2-yl)carbamoyl]benzoic acid BrC=1C=CC(=C(C(=O)O)C1)C(NC(C)CC)=O